e-CBZ-D-lysine C(=O)(OCC1=CC=CC=C1)N[C@H](CCCCN)C(=O)O